C(C)OC1=C(C(=C(C=C1)N)F)F 4-amino-2,3-difluorophenyl ethyl ether